tert-butyl ((1-(5-((4-(bis(4-methoxybenzyl)amino)-2-butoxyimidazo[2,1-f][1,2,4]triazin-7-yl)(hydroxy)methyl)-3-methylpyridin-2-yl)piperidin-4-yl)methyl)carbamate COC1=CC=C(CN(C2=NC(=NN3C2=NC=C3C(C=3C=C(C(=NC3)N3CCC(CC3)CNC(OC(C)(C)C)=O)C)O)OCCCC)CC3=CC=C(C=C3)OC)C=C1